naphthalene-2-sulfonic acid sodium salt [Na+].C1=C(C=CC2=CC=CC=C12)S(=O)(=O)[O-]